FC1=C(C=C(CC2=NNC(C3=CC=CC=C23)=O)C=C1)C(=O)N1CC(C1)N[C@@H](COC)C (R)-4-(4-fluoro-3-(3-((1-methoxypropan-2-yl)amino)azetidine-1-carbonyl)benzyl)phthalazin-1(2H)-one